N-(1-(azetidin-1-ylmethyl)cyclopropyl)-2,2-difluoro-2-(4-fluorophenyl)acetamide N1(CCC1)CC1(CC1)NC(C(C1=CC=C(C=C1)F)(F)F)=O